O=C1CC2(C1)CCN(CC2)C2=CC=C(C(=O)O)C=C2 4-(2-oxo-7-azaspiro[3.5]non-7-yl)benzoic acid